ClC=1C=C(C=CC1Cl)/C=C/C(=O)NNC(\C=C\C1=CC(=C(C=C1)Cl)Cl)=O (E)-3-(3,4-dichlorophenyl)-N'-((E)-3-(3,4-dichlorophenyl)acryloyl)acrylohydrazide